C(C)OC(=O)C=1C(=NSC1C1=CC=C(C=C1)C1(CC1)C(=O)OC)C 5-(4-(1-(carbomethoxy)cyclopropyl)phenyl)-3-methylisothiazole-4-carboxylic acid ethyl ester